Cl.CCCC=CCCC=CC(C)=O Undeca-4,8-dien-10-one hydrochloride